FC1=C(C=CC(=C1)OC)[N+](=O)[O-] 2-fluoro-4-methoxy-1-nitro-benzene